FC1=C(C=CC(=C1)F)S(=O)(=O)/C=C/C=1C(=NC(=NC1)NC1=CC=C(C=C1)N1CCN(CC1)C)NC1=NN(C=C1)C (E)-5-{2-[(2,4-Difluorophenyl)sulfonyl]vinyl}-N4-(1-methyl-1H-pyrazol-3-yl)-N2-[4-(4-methylpiperazin-1-yl)phenyl]pyrimidine-2,4-diamine